C(C=C)(=O)O (2E)-Propenoic acid